[Co]=[Te].[Ti].[In] indium titanium cobalt telluride